2-phenyl-2-bromo-propane C1(=CC=CC=C1)C(C)(C)Br